(tridecyl)pentaerythritol diphosphite OP(O)OP(O)O.C(CCCCCCCCCCCC)C(O)C(CO)(CO)CO